9,9-bis(naphthalen-2-yl)-fluorene C1=C(C=CC2=CC=CC=C12)C1(C2=CC=CC=C2C=2C=CC=CC12)C1=CC2=CC=CC=C2C=C1